Cl.Cl.N[C@H]1C[C@H](N(C1)C)C(=O)OC Methyl (4S)-4-amino-1-methyl-L-prolinate dihydrochloride